ClC1=NC(=CC=C1)C1=NN=CN1C(C)C 2-chloro-6-(4-isopropyl-4H-1,2,4-triazol-3-yl)pyridine